BrC1=CC=C(C2=NN(N=C21)CCCCCCCC)Br 4,7-dibromo-2-n-octyl-1,2,3-benzotriazole